3-(1-cyclopropyl-5,6-dihydro-8H-imidazo[5,1-c][1,4]oxazin-3-yl)-6-fluoro-1-(4-(morpholinomethyl)phenyl)-1,4-dihydrothiochromeno[4,3-c]pyrazole 5,5-dioxide C1(CC1)C=1N=C(N2C1COCC2)C=2C1=C(N(N2)C2=CC=C(C=C2)CN2CCOCC2)C=2C=CC=C(C2S(C1)(=O)=O)F